CON(C(CCC[C@@H](CC(F)(F)F)[C@H]1N(C(OC1)(C)C)C(=O)OC(C)(C)C)=O)C tert-Butyl (4R)-4-[(1S)-5-[methoxy(methyl)amino]-5-oxo-1-(2,2,2-trifluoroethyl)pentyl]-2,2-dimethyl-oxazolidine-3-carboxylate